(tert-butyl 2-(8-chloro-2-(chloromethyl)-7-(2-fluoro-6-methoxyphenyl)-5-(2-isopropyl-4-methylpyridin-3-yl)-4-oxo-4,5-dihydro-1H-imidazo[4,5-c][1,8]naphthyridin-1-yl) ethyl) carbamate C(N)(OCC(N1C(=NC=2C(N(C=3N=C(C(=CC3C21)Cl)C2=C(C=CC=C2OC)F)C=2C(=NC=CC2C)C(C)C)=O)CCl)C(C)(C)C)=O